BrC=1C=C(C=CC1C)C(C)N 1-(3-bromo-4-methylphenyl)ethan-1-amine